N=1C=C(N2N=CC=CC21)C2=C1CNC(C1=C(C=C2)NC2=NC=C(C=C2)N2CCC(CC2)NC)=O 4-imidazo[1,2-b]pyridazin-3-yl-7-[[5-[4-(methylamino)-1-piperidyl]-2-pyridyl]amino]isoindolin-1-one